(1S,3aR,6aS)-N-((R)-1-cyano-2-((S)-2-oxopiperidin-3-yl)ethyl)-5,5-difluoro-2-(4-fluoro-1H-indole-2-carbonyl)octahydrocyclopenta[c]pyrrole-1-carboxamide C(#N)[C@@H](C[C@H]1C(NCCC1)=O)NC(=O)[C@H]1N(C[C@H]2[C@@H]1CC(C2)(F)F)C(=O)C=2NC1=CC=CC(=C1C2)F